COC(=O)C=1C=C2NC(C(=NC2=C(C1)OC1CC(C1)(F)F)C)=O 8-(3,3-difluorocyclobutyloxy)-2-methyl-3-oxo-3,4-dihydroquinoxaline-6-carboxylic acid methyl ester